[N+](=O)([O-])C=1C=CC2=C(N(C(N2)=O)C(=O)OC(C)(C)C)C1 tert-butyl 6-nitro-2-oxo-2,3-dihydro-1H-benzo[d]Imidazole-1-carboxylate